2,4-diamino-6-xylyl-1,3,5-triazine NC1(CC(=CC(=C1C)N)C1=NC=NC=N1)C